C1(CCC1)OC(=O)N1CCCC2=NC(=CC=C12)C(C)NC(C1=CC=C(C=C1)F)=O Cyclobutyl-6-(1-(4-fluorobenzamido)ethyl)-3,4-dihydro-1,5-naphthyridin-1(2H)-carboxylat